N(=[N+]=[N-])C(=C)C1=CC=C(C=C1)OC 1-(1-azidovinyl)-4-methoxybenzene